The molecule is a 3-oxo monocarboxylic acid that is dihydroferulic acid in which the benzylic methylene group has been oxidised to give the corresponding ketone. It is a 3-oxo monocarboxylic acid, a member of phenols, an aromatic ether and an aromatic ketone. It derives from a dihydroferulic acid. COC1=C(C=CC(=C1)C(=O)CC(=O)O)O